6-chloro-7-(3-(((3-chloropyridin-2-yl)oxy)methyl)-1,1-dioxidoisothiazolidin-2-yl)-1-(6-(3-(dimethylamino)azetidin-1-yl)pyridin-3-yl)-4-oxo-1,4-dihydroquinoline-3-carboxylic acid ClC=1C=C2C(C(=CN(C2=CC1N1S(CCC1COC1=NC=CC=C1Cl)(=O)=O)C=1C=NC(=CC1)N1CC(C1)N(C)C)C(=O)O)=O